(1R,3S)-3-(5-((2,2-difluoro-2,3-dihydro-1H-inden-5-yl)amino)-1H-pyrazol-3-yl)cyclopentyl (4-nitrophenyl) carbonate C(O[C@H]1C[C@H](CC1)C1=NNC(=C1)NC=1C=C2CC(CC2=CC1)(F)F)(OC1=CC=C(C=C1)[N+](=O)[O-])=O